(R)-3-(5-chloropyridin-3-yl)isoxazolidine ClC=1C=C(C=NC1)[C@@H]1NOCC1